O(C1=CC=CC=C1)CCN(CCC(C=C)=C)CCOC1=CC=CC=C1 1-di-(phenoxyethyl)amino-3-methylenepent-4-ene